1-heptyl-1H-imidazol-2-amine C(CCCCCC)N1C(=NC=C1)N